BrC1=CC(=CC=C1)C 1-bromo-3-methylbenzene